7-{2-methoxy-5-[(1S,2R,6S,8S)-2,6-dimethyl-3,5-dioxa-4-boratricyclo[6.1.1.02,6]decan-4-yl]phenyl}cinnolin-4-amine COC1=C(C=C(C=C1)B1O[C@@]2(C3CC(C[C@@]2(O1)C)C3)C)C3=CC=C1C(=CN=NC1=C3)N